N-(5-(3-cyano-5-fluorobenzyl)pyridin-2-yl)-2-methylpyrimidine-4-carboxamide C(#N)C=1C=C(CC=2C=CC(=NC2)NC(=O)C2=NC(=NC=C2)C)C=C(C1)F